N-((1R,2S)-2-(3,4-difluorophenyl)cyclopropyl)-6-methyl-2-(2,2,2-trifluoroethoxy)thieno[2,3-d]pyrimidin-4-amine FC=1C=C(C=CC1F)[C@H]1[C@@H](C1)NC=1C2=C(N=C(N1)OCC(F)(F)F)SC(=C2)C